N-(4-(4-morpholino-7H-pyrrolo[2,3-d]pyrimidin-6-yl)phenyl)-4-(piperidin-4-ylamino)picolinamide O1CCN(CC1)C=1C2=C(N=CN1)NC(=C2)C2=CC=C(C=C2)NC(C2=NC=CC(=C2)NC2CCNCC2)=O